N-dodecylnonane-1,9-diamine C(CCCCCCCCCCC)NCCCCCCCCCN